1,2,7,8-octanetetraol C(C(CCCCC(CO)O)O)O